C(C)[C@]1(C2C3CC[C@@]4([C@@]([C@@]3(CC[C@@H]2CCC1)[C@H](C)CC[C@@](C(F)(F)F)(C)O)(CC1[C@@H]4C1)C)C)O (2aS,4S,6aS,6bS,8aS,8bS,9aS,10aS,10bR)-4-ethyl-6a,8a-dimethyl-8b-((2R,5R)-6,6,6-trifluoro-5-hydroxy-5-methylhexan-2-yl)octadecahydrocyclopropa[3,4]cyclopenta[1,2-a]phenanthren-4-ol